(6R)-6-{4-[3-(pyrazin-2-yl)pyridin-2-yl]piperazin-1-yl}-2-azaspiro[3.4]octane-2-carboxylic acid ethyl ester C(C)OC(=O)N1CC2(C1)C[C@@H](CC2)N2CCN(CC2)C2=NC=CC=C2C2=NC=CN=C2